Nα-(2,4-dinitro-5-fluorophenyl)-L-alaninamide [N+](=O)([O-])C1=C(C=C(C(=C1)[N+](=O)[O-])F)N[C@@H](C)C(=O)N